C(=O)C1=CC=C(CSCC2=CC=C(O2)C=O)O1 bis-(5-formylfurfuryl) sulfide